COC(COC([O-])C)OC dimethoxyethoxyethoxide